1-((6-((2-methoxy-4-propylbenzyl)oxy)-1-methyl-3,4-dihydronaphthalen-2-yl)methyl)-N-(3,3,3-trifluoropropyl)azetidine-3-carboxamide COC1=C(COC=2C=C3CCC(=C(C3=CC2)C)CN2CC(C2)C(=O)NCCC(F)(F)F)C=CC(=C1)CCC